N-(2-((3-(trifluoromethyl)phenyl)amino)-2,3-dihydro-1H-inden-5-yl)-acrylamide FC(C=1C=C(C=CC1)NC1CC2=CC=C(C=C2C1)NC(C=C)=O)(F)F